BrC=1C=CC=2N(C1)C=C(N2)C(=O)OC(C)(C)C tert-butyl 6-bromoimidazo[1,2-a]pyridine-2-carboxylate